C12CC(CC2C1)OCC=1C=C(C=CC1C=1C=NC=C(C1C)OCC)NC1(CCOCC1)C(=O)O 4-{[3-({bicyclo[3.1.0]hexan-3-yloxy}methyl)-4-(5-ethoxy-4-methylpyridin-3-yl)phenyl]amino}oxane-4-carboxylic acid